FC1(C(CN(CC1)C=1N=C2N(C(C1C)=O)C=C(C=C2[C@@H](C)NC2=C(C(=O)O)C=CC=C2)C)C)F 2-(((1R)-1-(2-(4,4-difluoro-3-methylpiperidin-1-yl)-3,7-dimethyl-4-oxo-4H-pyrido[1,2-a]pyrimidin-9-yl)ethyl)amino)benzoic acid